FC1=CC=CC=2N=C(SC21)N(CCC2=CC(=CC=C2)OC)CC2=CC=C(C=C2)C#CC(=O)O 3-(4-(((7-fluorobenzo[d]thiazol-2-yl)(3-methoxyphenethyl)amino)-methyl)phenyl)propiolic acid